(E)-3-(2,6-dichlorophenyl)-N-(2-(3-(hydroxyamino)-3-oxoprop-1-en-1-yl)phenyl)-5-methylisoxazole-4-carboxamide ClC1=C(C(=CC=C1)Cl)C1=NOC(=C1C(=O)NC1=C(C=CC=C1)\C=C\C(=O)NO)C